dipinacol diborate B(O)(O)OB(O)O.OC(C)(C)C(C)(C)O.OC(C)(C)C(C)(C)O